NCCCN(C(CO)=O)[C@H](C(C)(C)C)C=1N(C=C(C1)C1=C(C=CC(=C1)F)F)CC1=CC=CC=C1 N-(3-aminopropyl)-N-{(1R)-1-[1-benzyl-4-(2,5-difluorophenyl)-1H-pyrrol-2-yl]-2,2-dimethylpropyl}-2-hydroxyacetamide